ethyl-2-(chloromethyl)-5-(1-(tetrahydro-2H-pyran-2-yl)-1H-pyrazol-4-yl)pyridine C(C)C=1C(=NC=C(C1)C=1C=NN(C1)C1OCCCC1)CCl